COC1=C(C=C(C=C1)N1CCOCC1)C=1C(=NC(=CC1)C=1C=NNC1)C(=O)N (2-methoxy-5-morpholinylphenyl)-6-(1H-pyrazol-4-yl)pyridineamide